NC1=CC=C(C(=N1)C1=C(C=C(C=C1OC)F)F)C#N 6-amino-2-(2,4-difluoro-6-methoxy-phenyl)pyridin-3-carbonitrile